ClC=1C(=NC(=NC1)NC=1C=C2CCNCC2=CC1)NC=1C=C2C(OC(C2=CC1)=O)(C)C 5-((5-chloro-2-((1,2,3,4-tetrahydroisoquinolin-6-yl)amino)pyrimidin-4-yl)amino)-3,3-dimethylisoBenzofuran-1(3H)-on